2-((6-(6-chloro-3,4-dihydroisoquinolin-2(1H)-yl)-3',6'-dihydro-[2,4'-bipyridin]-1'(2'H)-yl)methyl)-1-(oxetan-2-ylmethyl)-1H-benzo[d]imidazole-6-carboxylic acid ClC=1C=C2CCN(CC2=CC1)C1=CC=CC(=N1)C=1CCN(CC1)CC1=NC2=C(N1CC1OCC1)C=C(C=C2)C(=O)O